BrC1=CC(=C(C=C1F)N1C[C@H]([C@@H](C1)F)N(C)C)[N+](=O)[O-] trans-1-(4-bromo-5-fluoro-2-nitrophenyl)-4-fluoro-N,N-dimethylpyrrolidin-3-amine